[N+](=O)([O-])C=1C=C(SC1)C(=O)N 4-nitrothiophene-2-carboxamide